FC1(CC(C1)[C@@H](O)C=1C=C2C(=NC1)N(C=C2)C2=CC(=CC=C2)C2=NN=CN2)F |r| Racemic-(3,3-difluorocyclobutyl)-[1-[3-(4H-1,2,4-triazol-3-yl)phenyl]pyrrolo[2,3-b]pyridin-5-yl]methanol